bis(2-ethylhexyl) cyclohexane-1,4-dicarboxylate C1(CCC(CC1)C(=O)OCC(CCCC)CC)C(=O)OCC(CCCC)CC